ClC=1C(=CC(=NC1)NC(=O)[C@@H]1C[C@@H](CCC1)C1=CC=NN1C)C1=C2N(N=C1)CC(C2)(C)C (1S,3R)-N-(5-chloro-4-(5,5-dimethyl-5,6-dihydro-4H-pyrrolo[1,2-b]pyrazol-3-yl)pyridin-2-yl)-3-(1-methyl-1H-pyrazol-5-yl)cyclohexane-1-carboxamide